FC1(CCN(CC1)C(=O)OCC1=CC=CC=C1)CCC1CCN(CC1)C1=C(C=C(C=C1)[N+](=O)[O-])F benzyl 4-fluoro-4-[2-[1-(2-fluoro-4-nitro-phenyl)-4-piperidyl]ethyl]piperidine-1-carboxylate